CN1C(N(C2=C1C(=CC=C2)NCC2=CC=C(C=C2)CN2CCCCC2)C2C(NC(CC2)=O)=O)=O 3-(3-methyl-2-oxo-4-((4-(piperidin-1-ylmethyl)benzyl)amino)-2,3-dihydro-1H-benzo[d]imidazol-1-yl)piperidine-2,6-dione